(E)-2-(2-(aminomethyl)-3-fluoroallyl)-5-ethyl-2,5-dihydro-4H-pyrazolo[4,3-c]pyridin-4-one NC/C(/CN1N=C2C(C(N(C=C2)CC)=O)=C1)=C\F